CC1=C(N=C(S1)NC(CC1=CC(=CC=C1)OCCN1CCNCC1)=O)C=1C=C2C=CN(C2=CC1)C(C1=C(C=CC=C1)C)=O N-(5-methyl-4-(1-(2-methylbenzoyl)indol-5-yl)thiazol-2-yl)-2-(3-(2-(piperazin-1-yl)ethoxy)phenyl)acetamide